[Cl-].CC1=C(N(CC2=CC=CC=C2)C)C=CC=C1 dimethylbenzylaniline chloride